S(=O)(=O)(O)O.C(C1=CC=CC=C1)OC=1C=C(C=C(C1)OCC1=CC=CC=C1)C(CNC(C)(C)C)=O 1-(3,5-dibenzyloxyphenyl)-2-tert-butylamino-ethanone sulfate